C[SiH](O[SiH](C=C)C)C=C 1,3-dimethyl-1,3-divinyldisiloxane